FC(C1=NC=C(C(=C1)C1=C(C=NC(=C1)C)C(=O)NC=1SC2=C(N1)CN(C2)C(=O)C2=NC(=CN=C2C)C)OC)F 2'-(difluoromethyl)-N-(5-(3,6-dimethylpyrazine-2-carbonyl)-5,6-dihydro-4H-pyrrolo[3,4-d]thiazol-2-yl)-5'-methoxy-6-methyl-[4,4'-bipyridine]-3-carboxamide